(3R,4S)-3-fluoro-1-(4-((5-isopropyl-8-(2-methylazetidin-1-yl)-2,7-naphthyridin-3-yl)amino)pyrimidin-2-yl)piperidin-4-ol F[C@@H]1CN(CC[C@@H]1O)C1=NC=CC(=N1)NC=1N=CC2=C(N=CC(=C2C1)C(C)C)N1C(CC1)C